FC1=C(C=C(C=C1)N(C(=O)C1=CC=2N(C(=C1)C)N=CC2)C)OC N-(4-fluoro-3-methoxy-phenyl)-N,7-dimethyl-pyrazolo[1,5-a]pyridine-5-carboxamide